COC=1C(=C(C(=CC1)C)C1=NC(=CC2=C1N=CN=C2N)C2=CC=NC=C2)C 8-(3-methoxy-2,6-dimethylphenyl)-6-(pyridin-4-yl)pyrido[3,4-d]pyrimidin-4-amine